tert-butyl (2S)-4-iodo-2-methyl-piperidine-1-carboxylate IC1C[C@@H](N(CC1)C(=O)OC(C)(C)C)C